[2,3,3-2H3]-serine N[C@@](C(O)([2H])[2H])(C(=O)O)[2H]